N1=CC=CC2=CC(=CC=C12)CC(=O)N1CC(C1)N1C=NC2=C1C(=CC=C2)C(F)(F)F 1-(1-(2-(quinolin-6-yl)acetyl)azetidin-3-yl)-7-(trifluoromethyl)-1H-benzo[d]imidazol